C1(=CC=CC=C1)C=1C=C(C2=CC=C3C(=CC(=C4C=CC1C2=C43)C4=CC=C(N(C3=CC=CC=C3)C3=CC=CC=C3)C=C4)C4=CC=CC=C4)C4=CC=C(N(C3=CC=CC=C3)C3=CC=CC=C3)C=C4 4,4'-(3,8-diphenylpyrene-1,6-diyl)bis(N,N-diphenylaniline)